ClCC(C(=O)Cl)(C)C 3-chloro-2,2-dimethylpropanoyl chloride